ClC=1N=C2C(=C(C(N(C2=CC1)C)=O)C#N)N1CCC(CC1)(O)[C@H](C1CCOCC1)C1=NC=C(C=C1)Cl 6-chloro-4-[4-[(R)-(5-chloro-2-pyridyl)-tetrahydropyran-4-yl-methyl]-4-hydroxy-1-piperidyl]-1-methyl-2-oxo-1,5-naphthyridine-3-carbonitrile